C(C)(C)(C)OC(=O)N1[C@@H](C[C@@]2(OCCC3=C2SC(=C3)I)CC1)C=1N=NN(C1)C[Si](C)(C)C (2s,4s)-2'-iodo-2-(1-((trimethylsilyl)methyl)-1H-1,2,3-triazol-4-yl)-4',5'-dihydrospiro[piperidine-4,7'-thieno[2,3-C]pyran]-1-carboxylic acid tert-butyl ester